[2-(trimethylsilyl)ethoxy]methyl-1,3-benzodiazole-4-carboxylate C[Si](CCOCOC(=O)C1=CC=CC=2NC=NC21)(C)C